3,5-difluoro-4-(1-(tetrahydro-2H-pyrazol-4-yl)-pyrazol-4-yl)aniline FC=1C=C(N)C=C(C1C=1C=NN(C1)C1CNNC1)F